FC1=C(C(=C(C=C1OC)OC)F)C1CCCC2=C(NN=C2C2=NN(C=C2[N+](=O)[O-])C)C1 7-(2,6-difluoro-3,5-dimethoxyphenyl)-3-(1-methyl-4-nitro-1H-pyrazol-3-yl)-1,4,5,6,7,8-hexahydrocyclohepta[c]pyrazole